3-([1,1'-biphenyl]-4-yl)-6-bromo-1H-indazole C1(=CC=C(C=C1)C1=NNC2=CC(=CC=C12)Br)C1=CC=CC=C1